methyl-N-(2-oxo-2-phenylethyl)benzamide CC1=C(C(=O)NCC(C2=CC=CC=C2)=O)C=CC=C1